2-(3-Cyclopropyl-1-piperidyl)-6-(3-fluoro-5-isobutoxyphenyl)-N-(1H-pyrazol-5-ylsulfonyl)pyridin-3-carboxamid C1(CC1)C1CN(CCC1)C1=NC(=CC=C1C(=O)NS(=O)(=O)C1=CC=NN1)C1=CC(=CC(=C1)OCC(C)C)F